L-rhamnosyl-(3-hydroxydecanoyl-beta-hydroxydecanoate) C1([C@H](O)[C@H](O)[C@@H](O)[C@@H](O1)C)OC(C(C(CCCCCCC)O)C(CC(CCCCCCC)O)=O)=O